3-(1-oxo-4-(8-(piperidin-1-yl)oct-1-yn-1-yl)isoindolin-2-yl)piperidine-2,6-dione O=C1N(CC2=C(C=CC=C12)C#CCCCCCCN1CCCCC1)C1C(NC(CC1)=O)=O